N-[(1S)-1-[[2-chloro-5-(1-isopropyl-6-oxo-3-pyridyl)phenyl]methyl]-2-[4-(4-methyl-1,2,4-triazol-3-yl)anilino]-2-oxo-ethyl]-2-fluoro-2-methyl-propanamide ClC1=C(C=C(C=C1)C1=CN(C(C=C1)=O)C(C)C)C[C@@H](C(=O)NC1=CC=C(C=C1)C1=NN=CN1C)NC(C(C)(C)F)=O